CC=1C=C(C(=O)OC=2C3=CC=CC=C3C(=C3C=CC=CC23)OC(C2=CC(=CC(=C2)C)C)=O)C=C(C1)C 9,10-bis(3,5-dimethylbenzoyloxy)anthracene